1H-INDOLE-3-ACETALDEHYDE N1C=C(C2=CC=CC=C12)CC=O